Cl.FC=1C(=NC=CC1OC)CN C-(3-Fluoro-4-methoxy-pyridin-2-yl)-methylamine hydrochloride salt